Silicon lithium-silicon [Si].[Li].[Si]